2,3,5,6-tetra(4-pyridyl)pyrazine N1=CC=C(C=C1)C1=NC(=C(N=C1C1=CC=NC=C1)C1=CC=NC=C1)C1=CC=NC=C1